C12C=3C=CC=CC3C(N(C1)C(=O)N)C2 9-azatricyclo[6.2.1.02,7]undeca-2(7),3,5-triene-9-carboxamide